(Z)-methyl 1-(4-hydroxybut-2-enyl)-1H-pyrazole-4-carboxylate OC\C=C/CN1N=CC(=C1)C(=O)OC